2-[[(2S)-1-methylpyrrolidin-2-yl]methyl]-7-phenyl-[1,2,4]triazolo[4,3-c]pyrimidin-3-one CN1[C@@H](CCC1)CN1N=C2N(C=NC(=C2)C2=CC=CC=C2)C1=O